C(C)C=1N=C2N(C=C(C=N2)C(F)(F)F)C1C(=O)C=1C=CC(=C(C#N)C1)O 5-(2-ethyl-6-(trifluoromethyl)imidazo[1,2-a]pyrimidine-3-carbonyl)-2-hydroxybenzonitrile